C(C)(=O)N[C@@H]1[C@@H]([C@H]([C@@H](OC1OCCCCC(=O)NCCCNC(CCCCCN=[N+]=[N-])=O)COC(C)=O)CC(=O)O)CC(=O)O (2R,3R,4R,5R)-5-acetamido-2-(acetoxymethyl)-6-((5-((3-(6-azidocaproylamino)propyl)amino)-5-oxopentyl)oxy)tetrahydro-2H-pyran-3,4-diacetic acid